6-((5-amino-7-(butylamino)-3-methyl-1H-pyrazolo[4,3-d]Pyrimidin-1-yl)methyl)-5-methoxy-3',6'-dihydro-[3,4'-bipyridine]-1'(2'H)-carboxylic acid tert-butyl ester C(C)(C)(C)OC(=O)N1CCC(=CC1)C=1C=NC(=C(C1)OC)CN1N=C(C=2N=C(N=C(C21)NCCCC)N)C